7-oxocyclohepta-1,3,5-triene O=C1C=CC=CC=C1